ClC1=NC(=C(C(=N1)Cl)F)CC 2,4-dichloro-5-fluoro-6-ethylpyrimidine